CC(CC(CC(C)(C)C)(C)C)(C)OC(C)C 1,1,3,3,5,5-hexamethylhexyl-i-propyl ether